COC1=CC=CC2=CC(=CC=C12)OC (E)-1,6-dimethoxynaphthalene